4-(1-carbamimidoyl-1,2,3,6-tetrahydropyridin-4-yl)-N-[4-(1-carbamimidoyl-1,2,3,6-tetrahydropyridin-4-yl)-3-fluorophenyl]furan-2-carboxamide trifluoroacetate FC(C(=O)O)(F)F.C(N)(=N)N1CCC(=CC1)C=1C=C(OC1)C(=O)NC1=CC(=C(C=C1)C=1CCN(CC1)C(N)=N)F